O=S1(CC2=C(C=3C=CC=CC13)SC(=C2)C(=O)N2CCN(CC2)C2=CC=C(C=C2)OCCC)=O (5,5-Dioxido-4H-thieno[3,2-c]thiochromen-2-yl)(4-(4-propoxyphenyl)piperazin-1-yl)methanone